FC1=C(C=CC=C1)C1=NN2C(OCCC[C@@H]2C)=C1C(=O)NC1C(NC2=C(C(=N1)C1=CC=CC=C1)C=CC=C2)=O |o1:15| (8S*)-2-(2-fluorophenyl)-8-methyl-N-(2-oxo-5-phenyl-1,3-dihydro-1,4-benzodiazepin-3-yl)-5,6,7,8-tetrahydropyrazolo[5,1-b][1,3]oxazepine-3-carboxamide